(+-)-2-exo-hydroxy-1-methyl-4-isopropyl-7-oxabicyclo[2.2.1]Heptane OC1C2(CCC(C1)(O2)C(C)C)C